(4-chlorophenyl)-4-methyl-2-oxo-thiazolidine ClC1=CC=C(C=C1)N1C(SCC1C)=O